C(C(=C)C)(=O)OC[Si](OC)(OC)CCC methacryloyloxy-propyldimethoxy-methyl-silane